C(CCCCCCC)C1=CC=C(C(=O)O)C=C1 4-octyl-benzoic acid